O.C([O-])([O-])=O.[Na+].[Na+] sodium carbonate mono-hydrate